(S)-7-(4-(2-(2,5-dihydrofuran-3-yl)phenyl)piperidin-1-yl)-2-(1,3,4-oxadiazol-2-yl)-5-oxa-2-azaspiro[3.4]octane O1CC(=CC1)C1=C(C=CC=C1)C1CCN(CC1)[C@@H]1COC2(CN(C2)C=2OC=NN2)C1